sulfosuccinimidyl [3'-(2-pyridyldithio)propionamido]hexanoate N1=C(C=CC=C1)SSCCC(=O)NC(C(=O)ON1C(C(CC1=O)S(=O)(=O)O)=O)CCCC